tert-butyl 5-oxo-4,5,6,7-tetrahydro-1H-pyrrolo[3,2-b]pyridine-1-carboxylate O=C1CCC2=C(N1)C=CN2C(=O)OC(C)(C)C